BrC1=CC2=C(C=N1)C(=CN2)C(C(=O)O)=O 2-(6-bromo-1H-pyrrolo[3,2-c]pyridin-3-yl)-2-keto-acetic acid